C(C)(=O)C=1C(=NC(=CC1)C=1C=NN2C1C=CC(=C2)O)N2N=C(C=C2C)C#N 1-[3-acetyl-6-(6-hydroxypyrazolo[1,5-a]pyridin-3-yl)pyridin-2-yl]-5-methylpyrazole-3-carbonitrile